C(C)(C)(C)C1=C(C(=CC(=C1)C(C)(C)C)CC)O 2,4-di-tert-butyl-6-ethylphenol